N-(5-(3-(3-(dimethylamino)pyrrolidin-1-yl)-5-(trifluoromethyl)benzamido)-2-methylphenyl)-5-methylisoxazole-3-carboxamide CN(C1CN(CC1)C=1C=C(C(=O)NC=2C=CC(=C(C2)NC(=O)C2=NOC(=C2)C)C)C=C(C1)C(F)(F)F)C